N=C1NC=CC=C1 2-iminopyridine